methyl 3-[4-fluoro-5-(2-methyl-1,3-dioxolan-2-yl) thiophen-2-yl]-3-(3-{[(4-methoxybenzyl) oxy] methyl}-4-methylphenyl)-2-methylpropionate FC=1C=C(SC1C1(OCCO1)C)C(C(C(=O)OC)C)C1=CC(=C(C=C1)C)COCC1=CC=C(C=C1)OC